COC(=O)C1(N(C(C=C1C1=CC=CC=C1)C1=CC2=CC=CC=C2C=C1)C1=CC=CC=C1)C1=CC=CC=C1 5-(naphthalen-2-yl)-1,2,3-triphenyl-2,5-dihydro-1H-pyrrole-2-carboxylic acid methyl ester